1-(4-Methoxyphenyl)piperazin COC1=CC=C(C=C1)N1CCNCC1